N-(7-amino-1-(2,6-difluorophenoxy)-2-oxohept-3-yl)cyclopentanecarboxamide trifluoroacetate FC(C(=O)O)(F)F.NCCCCC(C(COC1=C(C=CC=C1F)F)=O)NC(=O)C1CCCC1